ClC1=NC=C(C=N1)/C=C/CC(=O)OCC Ethyl (E)-4-(2-chloropyrimidin-5-yl)but-3-enoate